ClC1=CC2=C(N=C(S2)C2=NN=C3N2CCN([C@@H]3C)CC3=C(C=C(C=C3)OC)OC)C=C1 (R)-6-chloro-2-(7-(2,4-dimethoxybenzyl)-8-methyl-5,6,7,8-tetrahydro-[1,2,4]triazolo[4,3-a]pyrazin-3-yl)benzo[d]thiazole